ClC1=CC2=C(N=N1)N(C=C2)C=2SC(=C(N2)C(=O)OCC)CCCOC2=C(C=CC=C2)F ethyl 2-{3-chloro-7H-pyrrolo[2,3-c]pyridazin-7-yl}-5-[3-(2-fluorophenoxy)propyl]-1,3-thiazole-4-carboxylate